3-(4-Tert-butylphenyl)-2-methyl-propanal C(C)(C)(C)C1=CC=C(C=C1)CC(C=O)C